tert-Butyl ((S,E)-5-((S)-2-cyano-4-(2-(1-ethyl-3-(trifluoromethyl)-1H-pyrazol-4-yl)phenyl)-4,7-dihydrothieno[2,3-c]pyridin-6(5H)-yl)-1-methoxy-5-oxopent-3-en-2-yl)(methyl)carbamate C(#N)C1=CC2=C(CN(C[C@H]2C2=C(C=CC=C2)C=2C(=NN(C2)CC)C(F)(F)F)C(/C=C/[C@@H](COC)N(C(OC(C)(C)C)=O)C)=O)S1